(R)-N4-(1-cyclopropylethyl)-N2-(3-fluoro-5-methylphenyl)-8-(1,2,3,6-tetrahydropyridin-4-yl)quinazoline-2,4-diamine C1(CC1)[C@@H](C)NC1=NC(=NC2=C(C=CC=C12)C=1CCNCC1)NC1=CC(=CC(=C1)C)F